C(CC)OC(=O)C1C2C=CC(C1C(=O)OCCC)C2 bicyclo[2.2.1]hept-5-ene-2,3-dicarboxylic acid dipropyl ester